C(C)C=1C(=CC=C2C=C(C=C(C12)C1=C(C=2N=C(N=C(C2C(O1)=O)NCC=1C=CC=2N(C1)N=CN2)S(=O)C)C)OCOC)F 7-[8-ethyl-7-fluoro-3-(methoxymethoxy)naphthalen-1-yl]-2-methanesulfinyl-8-methyl-4-({[1,2,4]triazolo[1,5-a]pyridin-6-ylmethyl}amino)pyrano[4,3-d]pyrimidin-5-one